CC1=C(C(=C(C1([Hf]C1(C=CC2=CC=3CC(CC3C=C12)(C)C)CCCCCCC)C)C)C)C pentamethylcyclopentadienyl(1-n-heptyl-6,6-dimethyl-1,5,6,7-tetrahydro-s-indacenyl)hafnium